C([C@H]([C@@H]([C@@H](C(=O)CO)O)O)O)OP(=O)([O-])[O-] The molecule is an organophosphate oxoanion obtained by deprotonation of the phosphate OH groups of keto-D-tagatose 6-phosphate; major species at pH 7.3. It is a conjugate base of a keto-D-tagatose 6-phosphate. It is an enantiomer of a keto-L-tagatose 6-phosphate(2-).